(7S)-7-[1-[1-(azetidin-3-yl)-4-piperidyl]-4-piperidyl]-2-(4-phenoxyphenyl)-4,5,6,7-tetrahydropyrazolo[1,5-a]pyrimidine-3-carboxamide trifluoroacetate FC(C(=O)O)(F)F.N1CC(C1)N1CCC(CC1)N1CCC(CC1)[C@@H]1CCNC=2N1N=C(C2C(=O)N)C2=CC=C(C=C2)OC2=CC=CC=C2